NC=1C2=C(N=CN1)N(C(=C2C2=CC=C(C=C2)C(=O)C2CC2)C2CN(CC2)C(C=C)=O)C 1-(3-(4-amino-5-(4-(cyclopropanecarbonyl)phenyl)-7-methyl-7H-pyrrolo[2,3-d]pyrimidin-6-yl)pyrrolidin-1-yl)prop-2-en-1-one